stearic acid, sulfanylamide SNC(CCCCCCCCCCCCCCCCC)=O